(2-(piperazine-1-carbonyl)phenyl)isoindoline-2-carbonitrile N1(CCNCC1)C(=O)C1=C(C=CC=C1)C1N(CC2=CC=CC=C12)C#N